(rac)-12-Methoxy-1-[3-(1-naphthyloxy)propyl]-4,5,7,8-tetrahydro-10,14-(metheno)[1,4,7]dioxazacyclotetradecino[9,8,7-hi]indol COC=1C=C2C=3C=CC=C4C(=CN(C34)CCOCCOC(C1)=C2)CCCOC2=CC=CC1=CC=CC=C21